2-(2-amino-6-((2-fluorophenyl)amino)-9H-purin-9-yl)-N-(1-ethyl-3-methyl-1H-pyrazol-5-yl)acetamide NC1=NC(=C2N=CN(C2=N1)CC(=O)NC1=CC(=NN1CC)C)NC1=C(C=CC=C1)F